(S)-tert-butyl 4-(6-acetoxy-5-bromo-1-oxoisoindolin-2-yl)-5-amino-5-oxopentanoate C(C)(=O)OC1=C(C=C2CN(C(C2=C1)=O)[C@@H](CCC(=O)OC(C)(C)C)C(=O)N)Br